N-[2-[4-[[[1-(2,6-dioxo-3-piperidyl)-3-methyl-2-oxo-benzimidazol-4-yl]amino]methyl]cyclohexyl]-6-(1-hydroxy-1-methyl-ethyl)indazol-5-yl]-6-(trifluoromethyl)pyridine-2-carboxamide O=C1NC(CCC1N1C(N(C2=C1C=CC=C2NCC2CCC(CC2)N2N=C1C=C(C(=CC1=C2)NC(=O)C2=NC(=CC=C2)C(F)(F)F)C(C)(C)O)C)=O)=O